3-(1-(3-acetylphenyl)cyclopropyl)-6-((3r,4r)-4-amino-3-methyl-2-oxa-8-azaspiro[4.5]decan-8-yl)-1,5-dihydro-4H-pyrazolo[3,4-d]pyrimidin-4-one C(C)(=O)C=1C=C(C=CC1)C1(CC1)C1=NNC=2N=C(NC(C21)=O)N2CCC1([C@H]([C@H](OC1)C)N)CC2